COC1=CC=C2CC[C@@H](C2=C1)NC(=O)C1=CC2=C(N=C(S2)N2CCNCC2)C=C1 (S)-N-(6-methoxy-2,3-dihydro-1H-inden-1-yl)-2-(piperazin-1-yl)benzo[d]thiazole-6-carboxamide